C(C)(C)(C)OC(=O)N1CCC2(CC(C2)N2CCC(CC2)C(=O)O)CC1 1-(7-tert-Butoxycarbonyl-7-azaspiro[3.5]non-2-yl)piperidine-4-carboxylic acid